(3-(2-Chloro-5-(trifluoromethyl)pyrimidin-4-yl)-1H-indol-7-yl)dimethylphosphine oxide ClC1=NC=C(C(=N1)C1=CNC2=C(C=CC=C12)P(C)(C)=O)C(F)(F)F